N1(CN(CN(C1)C(CNC(CI)=O)=O)C(CNC(CI)=O)=O)C(CNC(CI)=O)=O N,N',N''-((1,3,5-triazinane-1,3,5-triyl)tris(2-oxoethane-2,1-diyl))tris(2-iodoacetamide)